C(C1=CC=CC=C1)N1C[C@@H](CC1)NC1=NC=2N([C@H](C(NC2C(=N1)C)=O)C)C (7S)-2-(((R)-1-Benzylpyrrolidin-3-yl)amino)-4,7,8-trimethyl-7,8-dihydropteridin-6(5H)-one